ClC1=C(C=CC(=C1)OCC=1C(=NOC1C1CC1)C1=C(C=CC=C1Cl)Cl)C#CC=1C=C(C=2N=C(C(=NC2C1)C)C)C(=O)O 7-((2-chloro-4-((5-cyclopropyl-3-(2,6-dichlorophenyl)isoxazol-4-yl)methoxy)Phenyl)ethynyl)-2,3-dimethylquinoxaline-5-carboxylic acid